BrCC1=CC=C(C=C1)S(=O)C1=CC=C(C=C1)CBr (R)-p-bromomethylphenyl sulfoxide